FC=1C=C(C=C(C1F)OC1OCCCC1)N=C(C1=CC=CC=C1)C1=CC=CC=C1 N-(3,4-difluoro-5-tetrahydropyran-2-yloxy-phenyl)-1,1-diphenyl-methanimine